BrC1=CC=C(C=C1)C(C)OC1=NC=CC=C1 2-(1-(4-bromophenyl)ethoxy)pyridine